tert-butyl 4-((8-(pyridin-4-ylcarbamoyl)quinolin-5-yl)amino)piperidine-1-carboxylate N1=CC=C(C=C1)NC(=O)C=1C=CC(=C2C=CC=NC12)NC1CCN(CC1)C(=O)OC(C)(C)C